FC1=CC=2C(NC=3C=CN4N=CC(C(NC[C@H]5CCN(C2C=C1)C5)=O)=C4N3)C (13R)-6-fluoro-3-methyl-2,10,15,19,20,23-hexaazapentacyclo[15.5.2.110,13.04,9.020,24]pentacosa-1(23),4(9),5,7,17(24),18,21-heptaen-16-one